2,3,4,6-O-tetraacetyl-1-thio-beta-D-glucose C(C)(=O)[C@@]1([C@H](S)O[C@@H]([C@]([C@@]1(O)C(C)=O)(O)C(C)=O)COC(C)=O)O